O=C(OCC1=CC=CC=C1)N[C@@H](C(NCCCC[C@H](NC(N[C@@H](CCC(=O)OC(C)(C)C)C(=O)OC(C)(C)C)=O)C(=O)OC(C)(C)C)=O)CC=1C=NC2=CC=CC=C2C1 tri-tert-butyl (5R,12S,16S)-3,6,14-trioxo-1-phenyl-5-[(quinolin-3-yl)methyl]-2-oxa-4,7,13,15-tetraazaoctadecane-12,16,18-tricarboxylate